N-(3-fluoro-4-methyl-2-pyridyl)-5-[2-methyl-5-[[(1S,5R)-3-oxa-9-azabicyclo[3.3.1]nonan-7-yl]oxy]-4-pyridyl]pyrazolo[1,5-a]pyridin-2-amine FC=1C(=NC=CC1C)NC1=NN2C(C=C(C=C2)C2=CC(=NC=C2OC2C[C@@H]3COC[C@H](C2)N3)C)=C1